ClC=1N=CC2=C(C=CC(=C2C1)C(C)C)N1[C@@H]([C@H](C1)O)C (2R,3S)-1-(3-chloro-5-isopropylisoquinolin-8-yl)-2-methylazacycloButan-3-ol